C(C)OCOC=1C=C(C#N)C=CC1C1=NN=C(C2=CC=CC=C12)N[C@H]1CN(CCC1)C1CCOCC1 (R)-3-(ethoxymethoxy)-4-(4-((1-(tetrahydro-2H-pyran-4-yl)piperidin-3-yl)amino)phthalazine-1-yl)benzonitrile